(2-chloro-1,3-oxazol-4-yl)(difluoro)acetic acid ethyl ester C(C)OC(C(F)(F)C=1N=C(OC1)Cl)=O